tert-butyl (2-(((2R,3R,4R,5S,6R)-6-((7H-purin-6-yl)amino)-4,5-dihydroxy-2-(hydroxymethyl)tetrahydro-2H-pyran-3-yl)amino)-2-oxoethyl)(methyl)carbamate N1=CN=C2N=CNC2=C1N[C@H]1[C@H]([C@@H]([C@H]([C@@H](O1)CO)NC(CN(C(OC(C)(C)C)=O)C)=O)O)O